Bis(2-methylhexyl)4-cyclohexene-1,2-dicarboxylic acid CC(CC1=C(CC(C(C1)C(=O)O)C(=O)O)CC(CCCC)C)CCCC